N-acetylglutamyl-glutamine C(C)(=O)N[C@@H](CCC(=O)O)C(=O)N[C@@H](CCC(N)=O)C(=O)O